FC(OC1=NC=C(C(=C1)C1=CC=2N(C=C1)N=C(C2)NC2=NC(=NC(=C2)C)C)OCC(C)(S(=O)(=O)C)C)F 5-[2-(difluoromethoxy)-5-(2-methyl-2-methylsulfonyl-propoxy)-4-pyridyl]-N-(2,6-dimethylpyrimidin-4-yl)pyrazolo[1,5-a]pyridin-2-amine